C[C@@H]1N(C[C@H](N(C1)C(C)C=1C=C2N=CC=NC2=CC1)C)C=1C=2C(N(C(C1)=O)C)=CN(N2)C(C#N)C 2-(7-((2S,5R)-2,5-dimethyl-4-(1-(quinoxalin-6-yl)ethyl)piperazin-1-yl)-4-methyl-5-oxo-4,5-dihydro-2H-pyrazolo[4,3-b]pyridin-2-yl)propanenitrile